C1(=CC=CC=C1)C1=NC(=NC(=N1)C1=CC=CC=C1)C1=CC=C(C=C1)N1C2=CC=CC=C2C=2C=C(C=CC12)C=1C=CC=2N(C3=CC=CC=C3C2C1)C1=CC=CC=C1 9-[4-(4,6-diphenyl-1,3,5-triazin-2-yl)phenyl]-9'-phenyl-3,3'-Bi-9H-carbazole